OC1=C(C(N(C(=C1)C)C)=O)NC(N[C@@H](CC(=O)O)C1=CC=C(S1)C1=CSC=C1C)=O (S)-3-(3-(4-hydroxy-1,6-dimethyl-2-oxo-1,2-dihydropyridin-3-yl)ureido)-3-(4'-methyl-[2,3'-bithiophene]-5-yl)propanoic acid